(R)-3-((8-Methylquinolin-4-yl)amino)pyrrolidine-1-carboxylic acid tert-butyl ester C(C)(C)(C)OC(=O)N1C[C@@H](CC1)NC1=CC=NC2=C(C=CC=C12)C